N6-[(2R)-2-amino-2-phenyl-ethyl]-1-methyl-N4-[1-(trifluoromethyl)cyclopropyl]pyrazolo[3,4-d]pyrimidine-4,6-diamine N[C@@H](CNC1=NC(=C2C(=N1)N(N=C2)C)NC2(CC2)C(F)(F)F)C2=CC=CC=C2